ClC=1C=C(C=CC1)C1=NC(=NC(=C1)C1=CC(=CC=C1)C1=CC2=C(OC3=C2C=CC=C3)C=C1)C1=CC=CC=C1 4-(3-chlorophenyl)-6-(3-(dibenzo[b,d]furan-2-yl)phenyl)-2-phenylpyrimidine